N,N-diethyl-5-(3-(ethylamino)-2-methylphenoxy)naphthalen-2-amine C(C)N(C1=CC2=CC=CC(=C2C=C1)OC1=C(C(=CC=C1)NCC)C)CC